3-{4-[(3S)-3-aminopyrrolidin-1-yl]-5-(4-fluoro-1H-1,3-benzodiazol-2-yl)pyridin-3-yl}-2-fluorobenzonitrile N[C@@H]1CN(CC1)C1=C(C=NC=C1C1=NC2=C(N1)C=CC=C2F)C=2C(=C(C#N)C=CC2)F